CC1=C(C(=CC=C1)N)N methyl-benzene-1,2-diamine